CCNCCP(=O)(O)O ethylaminodimethylenephosphonic acid